(R)-(6-((1,3-dimethyl-1H-pyrazol-4-yl)sulfonyl)-1-(4-fluorophenyl)-4,4a,5,6,7,8-hexahydro-1H-pyrazolo[3,4-g]isoquinolin-4a-yl)(4-methylpyridin-2-yl)methanone CN1N=C(C(=C1)S(=O)(=O)N1C[C@]2(CC3=C(C=C2CC1)N(N=C3)C3=CC=C(C=C3)F)C(=O)C3=NC=CC(=C3)C)C